C(C1CO1)OCCC[Si](OC)(OC)C (3-GLYCIDOXYPROPYL)METHYLDIMETHOXYSILANE